C(C)(C)N(C1=CC2=C(C(=N1)COC(NC)=O)CNC2=O)C ((6-(isopropyl(methyl) Amino)-1-oxo-2,3-dihydro-1H-pyrrolo[3,4-c]pyridin-4-yl)methyl)(methyl)carbamate